N1(CCOCC1)CCCN(CCO)CCO 3-morpholinyl-N,N-bis(2-hydroxyethyl)propylamine